(3-pyridyl)-5-[[(3S)-1-[2-oxo-2-[(2S)-2-cyanopyrrolidin-1-yl]ethyl]pyrrolidin-3-yl]amino]quinoline-8-carboxamide N1=CC(=CC=C1)C1=NC2=C(C=CC(=C2C=C1)N[C@@H]1CN(CC1)CC(N1[C@@H](CCC1)C#N)=O)C(=O)N